COC1=C(C(=NC=C1C)S(=O)(=O)C)C (4-methoxy-3,5-dimethyl-2-pyridyl)-methylsulfone